C1=CC=CC=2C3=CC=CC=C3C(C12)COC(=O)N[C@H](C(=O)NC1=CC(=C(C(=O)NCCC[C@@H](C(=O)OC)NC(C2=CC=C(C=C2)CCC=2N=C3C(=NC(=NC3=NC2)N)N)=O)C=C1)C=1N=NNN1)C Methyl (S)-5-(4-((S)-2-((((9H-fluoren-9-yl)methoxy)carbonyl)amino)propanamido)-2-(2H-tetrazol-5-yl)benzamido)-2-(4-(2-(2,4-diaminopteridin-6-yl)ethyl)benzamido)pentanoate